4-({[4-Cyano-1-(2,2-dimethylpropanoyl)-3-{1-[(3-hydroxypyrrolidin-1-yl)sulfonyl]-5-oxopyrrolidin-3-yl}-1H-pyrazol-5-yl]amino}methyl)benzol C(#N)C=1C(=NN(C1NCC1=CC=CC=C1)C(C(C)(C)C)=O)C1CN(C(C1)=O)S(=O)(=O)N1CC(CC1)O